C(=O)(O)CCNC(=O)C1=CC=C(C=C1)N=NC=1C=CC=C(C(=O)O)C1 5-((4-((2-carboxyethyl)carbamoyl)phenyl)diazenyl)benzoic acid